2-cyclohexyl-3-cresol C1(CCCCC1)C1=C(C=CC=C1O)C